C(=O)C1=CC=C2C(=CN(C2=C1)C1CCN(CC1)S(=O)(=O)C(F)(F)F)C=1C=C(C#N)C=CC1 3-(6-formyl-1-(1-((trifluoromethyl)sulfonyl)piperidin-4-yl)-1H-indol-3-yl)benzonitrile